NC12CC3(CC(CC(C1)C3)C2)CCF 1-amino-3-fluoroethyl-adamantane